N,N-dimethyl-1-(4-(3-(1-methyl-1H-indazol-6-yl)-1,4-dihydrothieno[2',3':4,5]cyclopenta[1,2-c]pyrazol-6-yl)phenyl)methanamine CN(CC1=CC=C(C=C1)C1=CC2=C(CC3=C2NN=C3C3=CC=C2C=NN(C2=C3)C)S1)C